tert-Butyl 4-(4-cyanobenzenethioamido)benzoate tert-Butyl-4-(4-cyanobenzamido)benzoate C(C)(C)(C)OC(C1=CC=C(C=C1)NC(C1=CC=C(C=C1)C#N)=O)=O.C(#N)C1=CC=C(C=C1)C(NC1=CC=C(C(=O)OC(C)(C)C)C=C1)=S